N-(5,6-Dimethoxy-benzothiazol-2-yl)-2-(4-ethanesulfonyl-phenyl)-2-(2-methoxy-phenoxy)-acetamide COC=1C(=CC2=C(N=C(S2)NC(C(OC2=C(C=CC=C2)OC)C2=CC=C(C=C2)S(=O)(=O)CC)=O)C1)OC